FC1=CC(=NC(=C1)N1CCNC2(CC2)C1)C1=NC2=CC=NC=C2C=C1 2-(4-fluoro-6-(4,7-diazaspiro[2.5]octan-7-yl)pyridin-2-yl)-1,6-naphthyridin